BrC=1C(=CC(=C(C1)C(=O)C1=CC=CC=C1)Cl)Cl (5-bromo-2,4-dichlorophenyl)(phenyl)methanone